7-bromo-1,8-naphthyridin-2-amine BrC1=CC=C2C=CC(=NC2=N1)N